N-(3-(5-(2-cyclopropylpyrimidin-5-yl)-1H-pyrrolo[2,3-b]pyridine-3-carbonyl)-2,6-difluorophenyl)-3,3,3-trifluoropropane-1-sulfonamide C1(CC1)C1=NC=C(C=N1)C=1C=C2C(=NC1)NC=C2C(=O)C=2C(=C(C(=CC2)F)NS(=O)(=O)CCC(F)(F)F)F